C(C1=CC=CC=C1)N1C(C(C2=C(C=CC=C12)Br)(O)C1=CNC2=CC=CC=C12)=O 1-benzyl-3-(3-indolyl)-3-hydroxy-4-bromo-indol-2-one